NC1=C2N=CN=C2NC(N1)=O 6-Amino-1H-purin-2(3H)-one